2,5-di(4-methylbenzoyl)terephthalic acid CC1=CC=C(C(=O)C2=C(C(=O)O)C=C(C(=C2)C(=O)O)C(C2=CC=C(C=C2)C)=O)C=C1